ClC1=C2C(=CN=CC2=CC=C1)C1=C(C=C2C(=NC(=NC2=C1)OC[C@H]1N(C[C@@H](C1)F)C)N1[C@@H]2CCN([C@@H]2C1)C(C(=C)F)=O)F ((1R,5R)-6-(7-(5-chloroisoquinolin-4-yl)-6-fluoro-2-((((2S,4R)-4-fluoro-1-methylpyrrolidin-2-yl))methoxy)quinazolin-4-yl)-2,6-diazabicyclo[3.2.0]hept-2-yl)-2-fluoroprop-2-en-1-one